C(C)(C)(C)SC=1N=CSC1 4-(tert-butylsulfanyl)-1,3-thiazole